1-ethyl-1,3,3-trimethyl-hexahydroindan Methyl-2-(4-amino-1-(tert-butyl)-1H-pyrazolo[3,4-d]pyrimidin-3-yl)-3-fluoro-1H-indole-6-carboxylate COC(=O)C1=CC=C2C(=C(NC2=C1)C1=NN(C2=NC=NC(=C21)N)C(C)(C)C)F.C(C)C2(CC(C1CCCCC21)(C)C)C